tert-butyl 2-[1-[5-[[(3S)-2,6-dioxo-3-piperidyl]amino]-3-fluoro-2-pyridyl]-4-hydroxy-4-piperidyl]acetate O=C1NC(CC[C@@H]1NC=1C=C(C(=NC1)N1CCC(CC1)(O)CC(=O)OC(C)(C)C)F)=O